P(=O)(OC[N+]1(CCN(CC1)C1=CC=CC=2SC=CC21)CCCCOC2=CC=C1C=CC(NC1=C2)=O)(OCCOC)[O-] (4-(benzo[b]thiophen-4-yl)-1-(4-((2-oxo-1,2-dihydroquinolin-7-yl)oxy)butyl)piperazin-1-ium-1-yl)methyl (2-methoxyethyl) phosphate